bis(dodecylthio)dioctyltin C(CCCCCCCCCCC)S[Sn](CCCCCCCC)(CCCCCCCC)SCCCCCCCCCCCC